(E)-2-methyl-1-(p-tolyl)pent-3-en-1-ol CC(C(O)C1=CC=C(C=C1)C)\C=C\C